7-isopentenyloxy-3'-methoxy-flavonol C(CC(=C)C)OC1=CC=C2C(C(=C(OC2=C1)C1=CC(=CC=C1)OC)O)=O